4-((2-(((3-(5-iodo-2-methoxyphenyl)-2,6-dioxotetrahydropyrimidine-1(2H)-yl)methyl)amino)-2-oxoethyl)amino)-4-oxobutanoic acid IC=1C=CC(=C(C1)N1C(N(C(CC1)=O)CNC(CNC(CCC(=O)O)=O)=O)=O)OC